(rac)-3-amino-1,1,1-trifluoropropan-2-ol NC[C@H](C(F)(F)F)O |r|